N-((3S,4S)-3-((6-(2,6-dichloro-3,5-dimethoxyphenyl)-8-((tetrahydrofuran-3-yl)methyl)pyrido[3,4-d]pyrimidin-2-yl)amino)tetrahydro-2H-pyran-4-yl)acrylamide ClC1=C(C(=C(C=C1OC)OC)Cl)C1=CC2=C(N=C(N=C2)N[C@@H]2COCC[C@@H]2NC(C=C)=O)C(=N1)CC1COCC1